ClC1=C(C=C2C=NN(C2=C1C1=C2C(=NC(=C1C)N1CC3(CN(C3)C(C=C)=O)CC1)CC(OC2)(C)C)C)C 1-(6-(4-(6-chloro-1,5-dimethyl-1H-indazol-7-yl)-3,7,7-trimethyl-7,8-dihydro-5H-pyrano[4,3-b]pyridin-2-yl)-2,6-diazaspiro[3.4]octan-2-yl)-2-propen-1-one